2-hydroxy-3-(4-hydroxy-3-methoxyphenyl)-4-(hydroxymethyl)cyclopent-2-en-1-one OC=1C(CC(C1C1=CC(=C(C=C1)O)OC)CO)=O